1-(3,4-dimethoxyphenethyl)-1H-tetrazol COC=1C=C(CCN2N=NN=C2)C=CC1OC